O=C1NC(=CC2=CC(=CC=C12)C(=O)OC)C(F)(F)F methyl 1-oxo-3-(trifluoromethyl)-1,2-dihydroisoquinoline-6-carboxylate